C(#N)C1=CC2=C([C@H](CO2)NC(CN2S(C3=C(NC2=O)C=CC(=C3)F)(=O)=O)=O)C(=C1)F |o1:6| rel-N-[(3R)-6-Cyano-4-fluoro-2,3-dihydro-1-benzofuran-3-yl]-2-(7-fluoro-1,1,3-trioxo-4H-1lambda6,2,4-benzothiadiazin-2-yl)acetamide